ClC1=C(C#N)C=CC(=C1)N1CC2(C[C@H]1C)CCN(CC2)C2=CC=C(C=C2)C(=O)N2CCN(CC2)CC2CCN(CC2)C2=CC(=CC=C2)N[C@@H]2C(NC(CC2)=O)=O 2-Chloro-4-((R)-8-(4-(4-((1-(3-(((S)-2,6-dioxo-piperidin-3-yl)amino)-phenyl)piperidin-4-yl)-methyl)piperazine-1-carbonyl)phenyl)-3-methyl-2,8-diazaspiro[4.5]decan-2-yl)benzonitrile